C1(CC1)N(C1=C(C(=NC=N1)NCC=1C=CC(=NC1)CC(=O)N)F)CC1=NC=C(C=C1)C(F)(F)F 2-[5-[[[6-[cyclopropyl-[[5-(trifluoromethyl)-2-pyridyl]methyl]amino]-5-fluoro-pyrimidin-4-yl]amino]methyl]-2-pyridyl]acetamide